7-benzyloxy-6-methoxy-N-(4-methylphenyl)-4-trifluoromethylquinazolin-2-amine C(C1=CC=CC=C1)OC1=C(C=C2C(=NC(=NC2=C1)NC1=CC=C(C=C1)C)C(F)(F)F)OC